(S)-Benzyl 3-((tert-Butoxycarbonyl)((S)-3-(2-fluoro-3-(methylsulfonyl)phenoxy)-2-hydroxypropyl)amino)-1-oxa-8-azaspiro[4.5]decane-8-carboxylate C(C)(C)(C)OC(=O)N([C@@H]1COC2(C1)CCN(CC2)C(=O)OCC2=CC=CC=C2)C[C@@H](COC2=C(C(=CC=C2)S(=O)(=O)C)F)O